BrC1=C(C=C(C=C1)CS(=O)(=O)C)OC 1-bromo-2-methoxy-4-((methylsulfonyl)methyl)benzene